FC1=CC=C(C=C1)C(CNC1=CC(=NC=2N1N=C(C2)C(F)(F)F)C(F)(F)F)C2CCNCC2 N-(2-(4-fluorophenyl)-2-(piperidin-4-yl)ethyl)-2,5-bis(trifluoromethyl)pyrazolo[1,5-a]pyrimidin-7-amine